C(C(C)(C)C)(=O)NCC=1C=CC=C(C(=O)N)C1 5-(pivalamidomethyl)benzamide